P(OCC(COC(CC(F)(F)F)(F)F)COC(CC(F)(F)F)(F)F)(F)F (3-pentafluoropropoxy-2-((pentafluoropropoxy) methyl) propyl) difluorophosphite